dibenzothiaAn C1=CC=CC2=C1C1=C(CS2)C=CC=C1